N4-tert-butyl-1-methyl-N6-[(2R)-2-(methylamino)-2-phenylethyl]-1H-pyrazolo[3,4-d]pyrimidine-4,6-diamine C(C)(C)(C)NC1=C2C(=NC(=N1)NC[C@@H](C1=CC=CC=C1)NC)N(N=C2)C